NC=1C(=NC(=C(N1)F)C1=CC(=C(C=C1)C1CCOCC1)CN1[C@@H](CCC1)C)C=1C=C2C(=CNC(C2=CC1)=O)Cl (R)-6-(3-amino-5-fluoro-6-(3-((2-methylpyrrolidin-1-yl)methyl)-4-(tetrahydro-2H-pyran-4-yl)phenyl)pyrazin-2-yl)-4-chloroisoquinolin-1(2H)-one